6-[[(2R,3R,4S,5R)-3-(3,4-Difluoro-2-methoxy-phenyl)-4,5-dimethyl-5-(trifluoromethyl)tetrahydrofuran-2-carbonyl]amino]pyrimidin-4-carboxamid FC=1C(=C(C=CC1F)[C@@H]1[C@@H](O[C@]([C@H]1C)(C(F)(F)F)C)C(=O)NC1=CC(=NC=N1)C(=O)N)OC